8-bromo-1-methyl-2H-3,1-benzoxazine-2,4(1H)-dione BrC1=CC=CC=2C(OC(N(C21)C)=O)=O